BrC1=C(C=CC(=C1)[N+](=O)[O-])C=1C=NC=CC1 3-(2-bromo-4-nitrophenyl)pyridine